5-[7-(difluoromethylsulfonyl)-1H-indazol-4-yloxy]-3-fluorobenzonitrile FC(S(=O)(=O)C=1C=CC(=C2C=NNC12)OC=1C=C(C=C(C#N)C1)F)F